(S)-1-(tert-butyl)-N-(3-methoxy-1-((4-(2-methyl-1-oxo-1,2,3,4-tetrahydroisoquinolin-7-yl)thiazol-2-yl)amino)-1-oxopropan-2-yl)-1H-pyrrole-3-carboxamide C(C)(C)(C)N1C=C(C=C1)C(=O)N[C@H](C(=O)NC=1SC=C(N1)C1=CC=C2CCN(C(C2=C1)=O)C)COC